N1N=CC=2C(=NC=CC21)N 1H-pyrazolo[4,3-c]pyridine-4-amine